6-chloro-3-(((1R)-1-(2-((1R,5S)-6-(4-fluoro-1H-pyrazol-3-yl)-3-azabicyclo[3.1.1]heptan-3-yl)-3,6-dimethyl-4-oxo-3,4-dihydroquinazolin-8-yl)ethyl)amino)-N-(methylsulfonyl)picolinamide ClC1=CC=C(C(=N1)C(=O)NS(=O)(=O)C)N[C@H](C)C=1C=C(C=C2C(N(C(=NC12)N1C[C@H]2C([C@@H](C1)C2)C2=NNC=C2F)C)=O)C